BrCC(=O)C1=NC=C(C=C1S(=O)(=O)CC)C1=CC=C(C=C1)F 2-bromo-1-[3-ethylsulfonyl-5-(4-fluorophenyl)-2-pyridyl]ethanone